trans-3-((1-(3-fluorotetrahydro-2H-pyran-4-yl)-4-nitro-1H-pyrazol-3-yl)oxy)propan-1-ol F[C@@H]1COCC[C@H]1N1N=C(C(=C1)[N+](=O)[O-])OCCCO